C(C)(C)(C)OC(=O)NCCCC[C@H](N(S(=O)(=O)C1=C(C=CC=C1)[N+](=O)[O-])CCCCCCNC(=O)OC(C)(C)C)C(=O)O N6-(tert-butoxycarbonyl)-N2-(6-((tert-butoxycarbonyl)amino)hexyl)-N2-((2-nitrophenyl)sulfonyl)-L-lysine